NC1=CC=CC(=N1)S(=O)(=O)NC(=O)C=1C(=NC=C(C1)C1=CC=C(C=C1)C(C)(C)C#N)N1C(CC(C1)C)(C)C N-[(6-Amino-2-pyridyl)sulfonyl]-5-[4-(1-cyano-1-methyl-ethyl)phenyl]-2-(2,2,4-trimethylpyrrolidin-1-yl)pyridin-3-carboxamid